ClC=1C=NN(C1C1=C(OC=2C(=NC=NC2)N2CC3(C2)CCN(CC3)C(=O)OC(C)(C)C)C=CC(=C1)F)C(C)C tert-butyl 2-(5-{2-[4-chloro-1-(propan-2-yl)-1H-pyrazol-5-yl]-4-fluorophenoxy}pyrimidin-4-yl)-2,7-diazaspiro[3.5]nonane-7-carboxylate